C(CCCCCCCCO)O nonane-1,9-diol